ClC=1C(=CC2=C([N+](=CN=[N+]2[O-])[O-])C1)F 6-chloro-7-fluorobenzo[e][1,2,4]triazine-1,4-dioxide